O[Si](CCCOP([O-])(=O)C)(O)O.[Na+] monosodium 3-(trihydroxysilyl)propylmethylphosphonate